FC1(C(OCC1)C(=O)N[C@H](C(N[C@@H](C[C@H]1C(NCC1)=O)C(COC(F)(F)F)=O)=O)CC(C)C)F 3,3-difluoro-N-((S)-4-methyl-1-oxo-1-(((S)-3-oxo-1-((S)-2-oxopyrrolidin-3-yl)-4-(trifluoromethoxy)butan-2-yl)amino)pentan-2-yl)tetrahydrofuran-2-carboxamide